C1(CC2C(CC1)O2)=O 3,4-epoxy-1-cyclohexanone